5-Chloro-1H-indole-2-carboxylic acid isobutyl ester C(C(C)C)OC(=O)C=1NC2=CC=C(C=C2C1)Cl